O(C1=CC=CC=C1)C1=CC=C(C=C1)NC=1C2=CNC=3N=CN=C(N(N1)C1CCN(CC1)C(CC)=O)C32 1-(4-(3-((4-phenoxyphenyl)amino)-1,4,5,6,8-pentazaacenaphthylen-5(1H)-yl)piperidin-1-yl)propan-1-one